fluoro-N-((3R,4S)-4-fluoropyrrolidin-3-yl)cyclopropane-1-sulfonamide hydrochloride Cl.FC1(CC1)S(=O)(=O)N[C@@H]1CNC[C@@H]1F